3-[2-(cyclobutylamino)-6-[1-oxo-4-(trifluoromethyl)-3H-isoindol-2-yl]pyridin-4-yl]-4-(4-methyl-1,2,4-triazol-3-yl)benzonitrile C1(CCC1)NC1=NC(=CC(=C1)C=1C=C(C#N)C=CC1C1=NN=CN1C)N1C(C2=CC=CC(=C2C1)C(F)(F)F)=O